ClC=1N=C(C2=C(N1)C(=C(N=C2)Cl)Cl)N2C[C@H]1CC[C@@H](C2)N1C(=O)OC(C)(C)C tert-butyl (1R,5S)-3-(2,7,8-trichloropyrido[4,3-d]pyrimidin-4-yl)-3,8-diazabicyclo[3.2.1]octane-8-carboxylate